(2-phenylethyl)-5-phenyl-pyridine-2-formamide C1(=CC=CC=C1)CCC=1C(=NC=C(C1)C1=CC=CC=C1)C(=O)N